C12COCC2C1NS(O)(=O)=O N-(3-oxabicyclo[3.1.0]hexane-6-yl)sulfamic acid